ClCCCOC1=CC=C(C=C1)C=1NC2=CC=C(C=C2C(C1O)=O)F 2-(4-(3-chloropropoxy)phenyl)-3-hydroxy-6-fluoroquinolin-4(1H)-one